FC(C1=CC=CC(=N1)NC1=CC2=C(N=C(S2)N2C(C3C4C=CC(C3C2=O)C4)=O)C=C1)(F)F 4-[6-[[6-(trifluoromethyl)-2-pyridyl]amino]-1,3-benzothiazol-2-yl]-4-azatricyclo[5.2.1.02,6]dec-8-ene-3,5-dione